NC1CCC(CC1)NC1=NC2=C(C=C(C=C2C=N1)C=1C=C(C(=NC1)NS(=O)(=O)C1=C(C=CC=C1)Cl)F)CC N-(5-(2-(((1r,4r)-4-aminocyclohexyl)amino)-8-ethylquinazolin-6-yl)-3-fluoropyridin-2-yl)-2-chlorobenzenesulfonamide